C(C)(=O)N(N(C(=O)C1=CC=2C3=C(C(=NC2C=C1)N)C=NN3C)CC3=C(C=C(C=C3F)C=3C=NN(C3)C3CC3)F)C N'-acetyl-4-amino-N-[[4-(1-cyclopropylpyrazol-4-yl)-2,6-difluoro-phenyl]methyl]-N',1-dimethyl-pyrazolo[4,3-c]quinoline-8-carbohydrazide